ClC1=CC=C(ON2N=NC(=C2)C(=O)O)C=C1 (4-chlorophenoxy)-1H-1,2,3-triazole-4-carboxylic acid